4-(((R)-3-acrylamidopiperidin-1-yl)methyl)-N-(4-(4-((3aR,6aS)-tetrahydro-1H-furo[3,4-c]pyrrol-5(3H)-yl)-7H-pyrrolo[2,3-d]pyrimidin-6-yl)phenyl)picolinamide C(C=C)(=O)N[C@H]1CN(CCC1)CC1=CC(=NC=C1)C(=O)NC1=CC=C(C=C1)C1=CC2=C(N=CN=C2N2C[C@@H]3[C@H](C2)COC3)N1